benzyl N-[(1S,2R)-2-(difluoromethoxy) cyclopentyl]carbamate FC(O[C@H]1[C@H](CCC1)NC(OCC1=CC=CC=C1)=O)F